CN([C@@H]1CN(CC1)C=1N=C(C2=C(N1)C(=C(N=C2)C2=CC(=CC1=CC=C(C(=C21)C#C)F)O)F)N2CCOCC2)C 4-{2-[(3S)-3-(dimethylamino)pyrrolidin-1-yl]-8-fluoro-4-(morpholin-4-yl)pyrido[4,3-d]pyrimidin-7-yl}-5-ethynyl-6-fluoronaphthalen-2-ol